ClC=1C(=C(C=CC1)[C@@H](CO)NC(OC(C)(C)C)=O)F (S)-tert-butyl 1-(3-chloro-2-fluorophenyl)-2-hydroxyethylcarbamate